CNC(=O)C1(CCC2(OCCO2)CC1)NC(OCC1=CC=CC=C1)=O benzyl (8-(methylcarbamoyl)-1,4-dioxaspiro[4.5]decan-8-yl)carbamate